N-(4-hydroxy-2-methylsulfanyl-phenyl)carbamic acid tert-butyl ester C(C)(C)(C)OC(NC1=C(C=C(C=C1)O)SC)=O